2-Chloro-N-[4-Chloro-3-(2-pyridinyl)phenyl]-4-(methylsulfonyl)benzamide ClC1=C(C(=O)NC2=CC(=C(C=C2)Cl)C2=NC=CC=C2)C=CC(=C1)S(=O)(=O)C